P(=S)#CC=1C(=NC(N([C@H]2C[C@H](O)[C@@H](CO)O2)C1)=O)N thiophosphoryl-5-methyl-2'-deoxycytidine